C(CCCCCCCCCCCCCCCCCCCCCC)C(C(=O)O)CCCCCCCCCCCCCCCCCCCCCCCC tricosan-1-yl-cerotic acid